FC1=C(C2=CC=C3C=CC4=CC=C5C=CC6=CC=C1C1=C6C5=C4C3=C21)F Difluoro-coronene